1,1-difluoro-1-{2-fluoro-3-[(1R)-1-{[2-methyl-6-(1-methyl-1H-pyrazole-4-sulfonyl)pyrido[3,4-d]pyrimidin-4-yl]amino}ethyl]phenyl}-2-methylpropan-2-ol FC(C(C)(O)C)(C1=C(C(=CC=C1)[C@@H](C)NC=1C2=C(N=C(N1)C)C=NC(=C2)S(=O)(=O)C=2C=NN(C2)C)F)F